ClC1=C(C(=CC=C1Cl)O)[C@H]1C[C@@H]2N(C(OC2C(=O)N)=O)C1 (6R,7aS)-6-(2,3-dichloro-6-hydroxyphenyl)-3-oxo-tetrahydro-1H-pyrrolo[1,2-c][1,3]oxazole-1-carboxamide